C1(=C(C(=CC=C1)C)C)C(=O)[O-] xyloate